prop-2-yn-1-yl-methanesulfonamide C(C#C)CS(=O)(=O)N